N-(6-(5-Chloropyridin-2-yl)thiazolo[4,5-b]pyrazin-2-yl)-4-(5-cyano-2-methoxyphenyl)-6-methylpyridin-3-carboxamide ClC=1C=CC(=NC1)C=1N=C2C(=NC1)N=C(S2)NC(=O)C=2C=NC(=CC2C2=C(C=CC(=C2)C#N)OC)C